3-(4-(4-((5-cyclopropyl-3-(2,6-dichlorophenyl)isoxazol-4-yl)methoxy)piperidin-1-yl)-3-fluorophenyl)-1,2,4-oxadiazol-5(4H)-one C1(CC1)C1=C(C(=NO1)C1=C(C=CC=C1Cl)Cl)COC1CCN(CC1)C1=C(C=C(C=C1)C1=NOC(N1)=O)F